CNC1=C(C(=O)N)C=C(C=C1)C(F)(F)F (methylamino)-5-(trifluoromethyl)benzamide